([1,1'-biphenyl]-4-yl)-4-chloro-6-(3-(triphenylsilyl)phenyl)-1,3,5-triazine C1(=CC=C(C=C1)C1=NC(=NC(=N1)Cl)C1=CC(=CC=C1)[Si](C1=CC=CC=C1)(C1=CC=CC=C1)C1=CC=CC=C1)C1=CC=CC=C1